2-(((2R,3S,4R,5R)-3-ethynyl-3,4-dihydroxy-5-(5-methyl-2,4-dioxo-3,4-dihydropyrimidin-1(2H)-yl)tetrahydrofuran-2-yl)methoxy)-2-(4-(2-oxotetrahydropyrimidin-1(2H)-yl)benzyl)malonic acid C(#C)[C@]1([C@H](O[C@H]([C@@H]1O)N1C(NC(C(=C1)C)=O)=O)COC(C(=O)O)(C(=O)O)CC1=CC=C(C=C1)N1C(NCCC1)=O)O